4-quinuclidinol N12CCC(CC1)(CC2)O